4-(4-methoxyphenyl)-5,6-dihydropyridine-1(2H)-carboxylic acid benzyl ester C(C1=CC=CC=C1)OC(=O)N1CC=C(CC1)C1=CC=C(C=C1)OC